2-benzyl-propane-1,3-diol C(C1=CC=CC=C1)C(CO)CO